S1C(NC2=C1C=CS2)=O 2-Thiophenothiazolidinone